The molecule is a guaiane sesquiterpenoid that is 1,5-cis-guaiane substituted by hydroxy groups at positions 4, 6, 7 and 10. It is isolated from the rhizomes of Alisma orientale and exhibits antihepatitis B activity. It has a role as a metabolite and an anti-HBV agent. It is a guaiane sesquiterpenoid, a tertiary alcohol, a secondary alcohol and a carbobicyclic compound. CC(C)[C@@]1(CC[C@]([C@@H]2CC[C@@]([C@@H]2[C@@H]1O)(C)O)(C)O)O